CC(C)(C)C=1C=C(C=C(C1O)C(C)(C)C)CC(C(=O)O)(C(=O)O)CCCC 2-[[3,5-bis(1,1-dimethylethyl)-4-hydroxyphenyl]methyl]-2-butylpropanedioic acid